C(C)(C)(C)OC(=O)N1CCC(=CC1)B1OC(C(O1)(C)C)(C)C 4-(4,4,5,5-tetramethyl-1,3,2-dioxaborolan-2-yl)-3,6-dihydropyridine-1(2H)-carboxylic acid tertButyl ester